N-((3R,4S)-3-(azetidin-1-yl)-7-fluorochroman-4-yl)-2-(trifluoromethyl)-1-((2-(trimethylsilyl)ethoxy)methyl)-1H-indol-4-amine N1(CCC1)[C@H]1COC2=CC(=CC=C2[C@@H]1NC=1C=2C=C(N(C2C=CC1)COCC[Si](C)(C)C)C(F)(F)F)F